CN1C(=NN=C1)CC1(CC(C1)C#N)C1=CC(=CC=C1)N1C(C2=CC(=CC(=C2C1)C(F)(F)F)CN1C[C@H](OCC1)C)=O (1R,3R)-3-((4-methyl-4H-1,2,4-triazol-3-yl)methyl)-3-(3-(6-(((R)-2-methylmorpholino)methyl)-1-oxo-4-(trifluoromethyl)isoindolin-2-yl)phenyl)cyclobutane-1-carbonitrile